3-(3-Amino-propoxy)-3,3-dimethyl-1-propenyltrimethoxysilan NCCCOC(C=C[Si](OC)(OC)OC)(C)C